ClC1=CC=C(C[C@@H]2CC[C@]([C@@]2(O)CN2N=CN=C2)(C)CCl)C=C1 (1R,2S,5S)-5-(4-chlorobenzyl)-2-(chloromethyl)-2-methyl(1H-1,2,4-triazol-1-ylmethyl)cyclopentanol